(2-(4-(trifluoromethyl)phenyl)piperazin-1-yl)methanone FC(C1=CC=C(C=C1)C1N(CCNC1)C=O)(F)F